2,5-dimethyl-1-phenyl-1H-imidazole-4-carboxylic acid CC=1N(C(=C(N1)C(=O)O)C)C1=CC=CC=C1